CS(=O)(=O)ON=C(C#N)C1=CC=C(C=C1)OC (methylsulfonyloxyimino)-4-methoxyphenylacetonitrile